FC(F)F.[Ag] Silver trifluoromethane